C1OCC12OCC(C2)COC2=NN=C(S2)N 5-((2,5-dioxaspiro(3.4)octan-7-yl)methoxy)-1,3,4-thiadiazol-2-amine